2-[N-(4-hydroxyphenyl)carbamoyl]phenolate OC1=CC=C(C=C1)NC(=O)C1=C(C=CC=C1)[O-]